5-(4-((5-(3-ethylureido)pyridin-3-yl)methyl)piperazin-1-yl)-6-fluoro-N-methylpicolinamide C(C)NC(NC=1C=C(C=NC1)CN1CCN(CC1)C=1C=CC(=NC1F)C(=O)NC)=O